N-(3-(4-benzylpiperidin-1-yl)propyl)-4-(butylamino)benzenesulfonamide C(C1=CC=CC=C1)C1CCN(CC1)CCCNS(=O)(=O)C1=CC=C(C=C1)NCCCC